(1R,5R,6R)-3-(7-(8-ethynyl-3-hydroxynaphthalen-1-yl)-8-fluoro-2-(((2R,7aS)-2-fluorotetrahydro-1H-pyrrolizin-7a(5H)-yl)methoxy)pyrido[4,3-d]pyrimidin-4-yl)-3-azabicyclo[3.2.1]octan-6-ol C(#C)C=1C=CC=C2C=C(C=C(C12)C1=C(C=2N=C(N=C(C2C=N1)N1C[C@H]2C[C@H]([C@@H](C1)C2)O)OC[C@]21CCCN1C[C@@H](C2)F)F)O